BrC=1C(=C(C(=O)N(N(C(=O)OC)C)C)C=C(C1)Br)NC(=O)C=1N(N=C(C1)Br)C1=NC=CC=C1Cl methyl N'-(3,5-dibromo-2-{[5-bromo-2-(3-chloro-pyridin-2-yl)-2H-pyrazole-3-carbonyl]-amino}-benzoyl)-N,N'-dimethylhydrazinecarboxylate